ClC1=CC=C(C=C1)C1=NNC(=C1O)C1=CC=C(C(=O)NCC)C=C1 4-(3-(4-chlorophenyl)-4-hydroxy-1H-pyrazol-5-yl)-N-ethylbenzamide